p-menthane-3,8-diol C1(CC(C(CC1)C(C)(C)O)O)C